2-(2'-acryloyl-4-(dimethylcarbamoyl)-5'-methyl-[1,1'-biphenyl]-3-yl)acetic acid C(C=C)(=O)C1=C(C=C(C=C1)C)C1=CC(=C(C=C1)C(N(C)C)=O)CC(=O)O